methyl 6-amino-3-bromo-5-iodopyridine-2-carboxylate NC1=C(C=C(C(=N1)C(=O)OC)Br)I